FC=1C(=NC(=NC1)NC1=CC(=C(C=C1)N1CCN(CC1)C(C)C)C)N1C=C(C2=CC=CC=C12)C(=O)N 1-{5-fluoro-2-[4-(4-isopropyl-piperazin-1-yl)-3-methyl-phenylamino]-pyrimidin-4-yl}-1H-indole-3-carboxamide